2-[(3R)-3-(1-acetylpyrazolo[3,4-c]pyridin-5-yl)oxybutyl]isoindoline-1,3-dione C(C)(=O)N1N=CC=2C1=CN=C(C2)O[C@@H](CCN2C(C1=CC=CC=C1C2=O)=O)C